di-propylene glycol monopropyl ether C(CC)OC(C)COC(C)CO